2-([1,1'-biphenyl]-3-yl)-4-(4-bromophenyl)-6-phenyl-1,3,5-triazine C1(=CC(=CC=C1)C1=NC(=NC(=N1)C1=CC=C(C=C1)Br)C1=CC=CC=C1)C1=CC=CC=C1